NS(=NC(CC1=C(C=C(C=C1C(F)(F)F)F)C1CC1)=O)(=O)C1=CN=C(S1)C(C)(C)O N-(amino(2-(2-hydroxypropan-2-yl)thiazol-5-yl)(oxo)-λ6-sulfaneylidene)-2-(2-cyclopropyl-4-fluoro-6-(trifluoromethyl)phenyl)acetamide